2-(2-fluoro-5-nitrophenyl)acetonitrile FC1=C(C=C(C=C1)[N+](=O)[O-])CC#N